FC(COC1=CC=NC=N1)(F)F 6-(2,2,2-trifluoro-ethoxy)-pyrimidin